3-(3-iodo-4-methoxyphenyl)picolinic acid IC=1C=C(C=CC1OC)C=1C(=NC=CC1)C(=O)O